6-((7-Methoxy-1H-imidazo[4,5-c][1,8]naphthyridin-1-yl)methyl)pyridine-3-sulfonamide COC=1C=CC=2C3=C(C=NC2N1)N=CN3CC3=CC=C(C=N3)S(=O)(=O)N